ClC[C@H]1CNC(O1)=O (R)-5-(chloromethyl)oxazolidin-2-one